ClC=1C=C2CCC[C@]3(C2=CC1)CN(C1=C(OC3)C=CC(=C1)C(=O)OC(C)(C)C)C[C@H]1[C@@H](CC1)CO tert-butyl (S)-6'-chloro-5-(((1R,2R)-2-(hydroxymethyl)cyclobutyl)methyl)-3',4,4',5-tetrahydro-2H,2'H-spiro[benzo[b][1,4]oxazepine-3,1'-naphthalene]-7-carboxylate